5-{carbamoyl}-2,2-dimethylpiperidine-1-carboxylate C(N)(=O)C1CCC(N(C1)C(=O)[O-])(C)C